ethyl 1-(1-(5-chloro-6-methylpyrazin-2-yl)ethyl)-1H-1,2,3-triazole-4-carboxylate ClC=1N=CC(=NC1C)C(C)N1N=NC(=C1)C(=O)OCC